9-(1-naphthyl)-10-phenyl-anthracene C1(=CC=CC2=CC=CC=C12)C=1C2=CC=CC=C2C(=C2C=CC=CC12)C1=CC=CC=C1